COC1=C(C=CC=C1)[C@H](C)NC(=O)C1(CCOCC1)N1C[C@@H](CC1)OC1=CC(=CC=C1)C(F)(F)F N-((S)-1-(2-Methoxyphenyl)ethyl)-4-((R)-3-(3-(trifluoromethyl)phenoxy)pyrrolidin-1-yl)tetrahydro-2H-pyran-4-carboxamide